3-[[2-fluoro-3-[(methylsulfonimidoyl)amino]phenyl]methyl]-7-[(3-fluoro-2-pyridyl)oxy]-4-methyl-chromen-2-one FC1=C(C=CC=C1NS(=O)(=N)C)CC=1C(OC2=CC(=CC=C2C1C)OC1=NC=CC=C1F)=O